1,2,3,3a,4,8b-Hexahydroindeno[1,2-b]pyrrole N1C2C(CC1)CC1=CC=CC=C12